2-(1-(4-methylphenyl)vinyl)furan CC1=CC=C(C=C1)C(=C)C=1OC=CC1